ON=C(C1=NC=C(C=C1)NC=1C=NN(C1)C1=CC=C(C=C1)C(F)(F)F)N N'-Hydroxy-5-((1-(4-(trifluoromethyl)phenyl)-1H-pyrazol-4-yl)amino)picolinimidamide